OC1=CC=C(C=2OC3=C(C(=C(C(=C3C(C2)=O)O)C)OC)C)C=C1 4',5-dihydroxy-7-methoxy-6,8-dimethylflavone